C(C=C)(=O)N1C[C@@H](N([C@H](C1)C(F)(F)F)C)C1=CC(=NC(=C1)Cl)C1=CC(=NC=N1)C(=O)NC 6-(4-((2s,6R)-4-acryloyl-1-methyl-6-(trifluoromethyl)piperazin-2-yl)-6-chloropyridin-2-yl)-N-methylpyrimidine-4-carboxamide